7-hydroxy-2-methyl-3-(2-morpholino-2-oxoethyl)-4-oxo-4H-chromene-8-carbaldehyde OC1=CC=C2C(C(=C(OC2=C1C=O)C)CC(=O)N1CCOCC1)=O